C(CCCCCCCCCCCCCCCCC)(=O)OC[C@@H](OC(C=CC=CC=C\C=C/C=C\C=C/CCCCCCCCC)=O)COP(=O)([O-])OCC[N+](C)(C)C 1-octadecanoyl-2-(9Z,11Z,13Z,15Z,17Z,19E-docosahexaenoyl)-sn-glycero-3-phosphocholine